ClC1=C(C=CC=C1)NC=1C=NC=2CCN(CC2C1)C=1C(=C(C=2N(N1)C=NN2)C)C N-(2-chlorophenyl)-6-(7,8-dimethyl-[1,2,4]triazolo[4,3-b]pyridazin-6-yl)-7,8-dihydro-5H-1,6-naphthyridin-3-amine